4-(((1R,3R,4R)-3-hydroxy-4-methylcyclohexyl)amino)-2-((4-methoxybenzyl)amino)pyrimidine-5-carboxamide O[C@@H]1C[C@@H](CC[C@H]1C)NC1=NC(=NC=C1C(=O)N)NCC1=CC=C(C=C1)OC